N-benzyl-2-chloro-N-(4-(4-methoxyphenoxy)phenyl)acetamide C(C1=CC=CC=C1)N(C(CCl)=O)C1=CC=C(C=C1)OC1=CC=C(C=C1)OC